N1=C(C=NC=C1)C1=CC=C(C=C1)NC(=O)[C@H]1[C@@H](C1)C(=O)O (1R,2R)-2-((4-(pyrazin-2-yl)phenyl)carbamoyl)cyclopropane-1-carboxylic acid